sulfonyl-methanesulfonamide S(=O)(=O)=CS(=O)(=O)N